NN1C(=NC(=C1C(=O)N)C1=CC=C(C=C1)C(NC1=NC=CC=C1)=O)C1N(CCC1)C(\C=C\C)=O (E)-1-amino-2-(1-(but-2-enoyl)pyrrolidin-2-yl)-4-(4-(pyridin-2-ylcarbamoyl)phenyl)-1H-imidazole-5-carboxamide